tert-butyl rac-(2R)-5-[5-[[4-[tert-butoxycarbonyl(methyl)amino]-6-methyl-2-pyridyl]amino]-6-methyl-2,3-dihydrofuro[3,2-b]pyridin-7-yl]-2-methyl-2,3,4,7-tetrahydroazepine-1-carboxylate C(C)(C)(C)OC(=O)N(C1=CC(=NC(=C1)C)NC1=C(C(=C2C(=N1)CCO2)C=2CC[C@H](N(CC2)C(=O)OC(C)(C)C)C)C)C |r|